3,5-difluoro-4-(3-(1-methyl-1H-pyrazol-4-yl)-1-((2-(trimethylsilyl)ethoxy)methyl)-1H-pyrazolo[3,4-c]Pyridin-5-yl)phenol FC=1C=C(C=C(C1C=1C=C2C(=CN1)N(N=C2C=2C=NN(C2)C)COCC[Si](C)(C)C)F)O